C(C)(=O)[C@@H]1CN(CC1)C(=O)OC(C)(C)C tert-butyl (S)-3-acetylpyrrolidine-1-carboxylate